N1C=NC(=C1)CCNC(=O)C=1C=C(C2=C([C@H](CO2)C2=CC=CC=C2)C1)C(=O)NC |r| (+/-)-N5-(2-(1H-Imidazol-4-yl)ethyl)-N7-methyl-3-phenyl-2,3-dihydrobenzofuran-5,7-dicarboxamid